ClC1=C(C=C(C=C1)NC(=O)NC1=CC(=C(C=C1)C#N)OC)S(=O)(=O)C(F)(F)F 1-(4-chloro-3-((trifluoromethyl)sulfonyl)phenyl)-3-(4-cyano-3-methoxyphenyl)urea